FC(OC1=CC2=C(N=C3N2[C@H]2C4=C(C(N([C@@H]3C2)C([2H])([2H])[2H])=O)C=CC=C4C#CC=O)C=C1)F 3-((7R,14R)-11-(difluoromethoxy)-6-(methyl-d3)-5-oxo-5,6,7,14-tetrahydro-7,14-methanobenzo[f]benzo[4,5]imidazo[1,2-a][1,4]diazocin-1-yl)propiolaldehyde